(pyrrolidin-2-yl)methyl 2-(2-hydroxybenzoyl)oxybenzoate Hydrochloride Cl.OC1=C(C(=O)OC2=C(C(=O)OCC3NCCC3)C=CC=C2)C=CC=C1